FC1=C2C=C(NC2=CC(=C1)F)C(=O)N([C@@H](CC(C)C)C(=O)N1C[C@]2(C[C@H]1C(=O)N)C(NC1=CC=C(C=C12)NC(=O)C1(CC1)F)=O)C (3R,5'S)-1'-(N-(4,6-difluoro-1H-indole-2-carbonyl)-N-methyl-L-leucyl)-5-(1-fluorocyclopropane-1-carboxamido)-2-oxospiro[indoline-3,3'-pyrrolidine]-5'-carboxamide